C(C1CO1)OOOCC1CO1 glycidoxy ether